2-{[6-(4-ethylphenyl)-4-phenylquinolin-2-yl](methyl)amino}acetic acid C(C)C1=CC=C(C=C1)C=1C=C2C(=CC(=NC2=CC1)N(CC(=O)O)C)C1=CC=CC=C1